C(C)C=1C=C2C(N(C(=NC2=CC1)NC1=CC=C(C=C1)CO)C1=CC=CC=C1)=O 6-ethyl-2-[4-(hydroxymethyl)anilino]-3-phenylquinazolin-4(3H)-one